tert-butyl bis(3-(4-(4-((2-((S)-2-cyano-4,4-difluoropyrrolidin-1-yl)-2-oxoethyl)carbamoyl)pyridin-2-yl)phenoxy)propyl)carbamate C(#N)[C@H]1N(CC(C1)(F)F)C(CNC(=O)C1=CC(=NC=C1)C1=CC=C(OCCCN(C(OC(C)(C)C)=O)CCCOC2=CC=C(C=C2)C2=NC=CC(=C2)C(NCC(N2[C@@H](CC(C2)(F)F)C#N)=O)=O)C=C1)=O